Butyl (2-(pyrazine-2-carboxamido)ethyl)carbamate N1=C(C=NC=C1)C(=O)NCCNC(OCCCC)=O